(1S,3R)-3-acetamido-N-(7-cyano-5-((R)-3-hydroxy-3-methylpyrrolidin-1-yl)-2,6-naphthyridin-3-yl)cyclohexane-1-carboxamide C(C)(=O)N[C@H]1C[C@H](CCC1)C(=O)NC=1N=CC2=CC(=NC(=C2C1)N1C[C@](CC1)(C)O)C#N